1-chloro-3-(methylsulfinyl)benzene ClC1=CC(=CC=C1)S(=O)C